F[C@@H]1[C@@H]([C@]2(CN([C@@]1(CC2)C)C)C)N(C2=CC=C(N=N2)C2=C(C=C(C=C2)N2C=NC=C2)O)C 2-(6-(((1R,4R,5R,6R)-6-fluoro-1,2,4-trimethyl-2-azabicyclo[2.2.2]octan-5-yl)(methyl)amino)pyridazin-3-yl)-5-(1H-imidazol-1-yl)phenol